tert-butyl 4-(2-chloro-4-fluoro-benzoyl)-2-methyl-piperazine-1-carboxylate ClC1=C(C(=O)N2CC(N(CC2)C(=O)OC(C)(C)C)C)C=CC(=C1)F